(1aR,5aR)-2-(2,5-Difluoro-phenyl)-1a,2,5,5a-tetrahydro-1H-2,3-diaza-cyclopropa[a]pentalene-4-carboxylic acid (2-hydroxy-1,1-dimethyl-ethyl)-amide OCC(C)(C)NC(=O)C=1C=2C[C@@H]3[C@H](C2N(N1)C1=C(C=CC(=C1)F)F)C3